(Z)-4-((3-(2-((furan-2-ylmethyl)amino)-2-oxoethyl)-5-methoxy-2-methyl-1H-inden-1-ylidene)methyl)-2,6-dimethoxyphenyl (4-nitrophenyl) carbonate C(OC1=C(C=C(C=C1OC)\C=C/1\C(=C(C2=CC(=CC=C12)OC)CC(=O)NCC=1OC=CC1)C)OC)(OC1=CC=C(C=C1)[N+](=O)[O-])=O